COC1=C(CNCCCC(C)O)C=CC(=C1)OC 5-((2,4-dimethoxybenzyl)amino)pentan-2-ol